C1(CCCC1)NC1=CC=C2C(NC(=NC2=C1)CSC1CCN(CC1)C(=O)OC(C)(C)C)=O tert-Butyl 4-(((7-(cyclopentylamino)-4-oxo-3,4-dihydroquinazolin-2-yl)methyl)thio)piperidine-1-carboxylate